4-(4-Phenoxyphenyl)piperidine-1-carbonyl-7-oxa-5-azaspiro[3.4]octan-6-one O(C1=CC=CC=C1)C1=CC=C(C=C1)C1CCN(CC1)C(=O)C1CCC12NC(OC2)=O